tri-t-butylphosphine palladium [Pd].C(C)(C)(C)P(C(C)(C)C)C(C)(C)C